5-[N-benzyl-N-(1-methyl-3-phenylpropyl)glycyl]salicylamide C(C1=CC=CC=C1)N(CC(=O)C1=CC=C(C(C(=O)N)=C1)O)C(CCC1=CC=CC=C1)C